1,3-diphenyl-1H-pyrazolo[3,4-d]pyrimidin-6-amine C1(=CC=CC=C1)N1N=C(C=2C1=NC(=NC2)N)C2=CC=CC=C2